FC1(CC(C1)NC(C1=C(C=CC(=C1)CNC1=NC=NC2=C1SC=1N=NC(=C(C12)C)C)F)=O)F N-(3,3-difluorocyclobutyl)-5-[[(3,4-dimethylpyrimido[4',5':4,5]thieno[2,3-c]pyridazin-8-yl)amino]methyl]-2-fluoro-benzamide